OC=1C=C(C=CC1O)C=1OC2=CC=C(C=C2C(C1)=O)C1=CC(=CC=C1)C(F)(F)F 2-(3,4-Dihydroxyphenyl)-6-(3-(trifluoromethyl)phenyl)-4H-chromen-4-one